2-(6-{methyl-[(1s,3s)-3-(methylamino)cyclobutyl]amino}[1,3]thiazolo[4,5-c]pyridazin-3-yl)-5-(1H-pyrazol-4-yl)phenol dihydrochloride Cl.Cl.CN(C=1SC2=C(N=NC(=C2)C2=C(C=C(C=C2)C=2C=NNC2)O)N1)C1CC(C1)NC